BrC=1C(=CC=C2C(=C(NC12)C(=O)OC(C)(C)C)CCCOC1=CC=CC2=CC(=CC=C12)F)F tert-butyl 7-bromo-6-fluoro-3-(3-((6-fluoronaphthalen-1-yl)oxy)propyl)-1H-indole-2-carboxylate